2,4-Dichloropyrimidine-5-carbonyl chloride ClC1=NC=C(C(=N1)Cl)C(=O)Cl